N[C@H](CC(=O)O)CC(C)C (S)-3-AMINO-5-METHYL-HEXANOIC ACID